OC(CN(C1=CC=C(C=C1)C)CC(C)O)C N,N-bis-(2-Hydroxypropyl)-para-toluidin